CC1=NC(=NC(=C1)C)C=1CC2C(CN(C2)C(=O)OC(C)(C)C)C1 tert-butyl 5-(4,6-dimethylpyrimidin-2-yl)-3,3a,4,6a-tetrahydrocyclopenta[c]pyrrole-2(1H)-carboxylate